4-[3-[2,6-dichloro-4-[(8S)-8-methoxy-5-oxa-2-azaspiro[3.4]octan-2-yl]benzoyl]-2,4-dihydro-1,3-benzoxazin-8-yl]-5-fluoro-2-(3-oxa-8-azabicyclo[3.2.1]octan-8-yl)benzoic acid ClC1=C(C(=O)N2COC3=C(C2)C=CC=C3C3=CC(=C(C(=O)O)C=C3F)N3C2COCC3CC2)C(=CC(=C1)N1CC2(C1)OCC[C@@H]2OC)Cl